C(C)(C)C1=CC=C(C=C1)C1CC2(CN(C2)C(=O)C2CC3(C2)NC(OC3)=O)CC1 (2s,4s)-2-(6-(4-Isopropylphenyl)-2-azaspiro[3.4]octane-2-carbonyl)-7-oxa-5-azaspiro[3.4]octan-6-one